C1(CCCCC1)NC(=S)NC1=C(C=CC=C1)C=1C=NC=CC1 1-Cyclohexyl-3-(2-(pyridin-3-yl)phenyl)thiourea